ClC=1C=C(C=CC1OC1CC1)[C@H]([C@@H](CN1CCCC1)NC(C(CCC=1C=C2CCCN(C2=CC1)C)(F)F)=O)O N-((1R,2R)-1-(3-chloro-4-cyclopropoxyphenyl)-1-hydroxy-3-(pyrrolidin-1-yl)propan-2-yl)-2,2-difluoro-4-(1-methyl-1,2,3,4-tetrahydroquinolin-6-yl)butanamide